4-chloro-N-(1-(3-fluoro-1-(2-methylpyrimidin-4-yl)-1,2,3,4-tetrahydro-quinolin-6-yl)cyclopropyl)benzamide, 2,2,2-trifluoroacetate salt FC(C(=O)O)(F)F.ClC1=CC=C(C(=O)NC2(CC2)C=2C=C3CC(CN(C3=CC2)C2=NC(=NC=C2)C)F)C=C1